(S)-(2-phenyl-1-(thiazol-2-yl)ethyl)carbamic acid tert-butyl ester C(C)(C)(C)OC(N[C@@H](CC1=CC=CC=C1)C=1SC=CN1)=O